C(C)(=O)C1=CC(=C(OCCCC(=O)O)C=C1[N+](=O)[O-])OC 4-(4-acetyl-2-methoxy-5-nitrophenoxy)butanoic acid